2,6-dimethyl-2,5-octadien-4-one CC(C)=CC(C=C(CC)C)=O